2-chloro-4-[[3-(3-fluoro-4-methoxyphenyl)imidazo[1,2-a]pyrazin-8-yl]amino]-N-(morpholin-2-ylmethyl)benzamide ClC1=C(C(=O)NCC2CNCCO2)C=CC(=C1)NC=1C=2N(C=CN1)C(=CN2)C2=CC(=C(C=C2)OC)F